tris(dibenzyl-acetone) dipalladium (0) [Pd].[Pd].C(C1=CC=CC=C1)C(C(C)=O)CC1=CC=CC=C1.C(C1=CC=CC=C1)C(C(C)=O)CC1=CC=CC=C1.C(C1=CC=CC=C1)C(C(C)=O)CC1=CC=CC=C1